4-propyl-α-(trifluoromethyl)styrene C(CC)C1=CC=C(C(=C)C(F)(F)F)C=C1